FC1=CC=C(C=C1)C=C(C(=O)O)C(C(=O)O)CC=C 2-[(4-fluorophenyl)methylidene]-3-(prop-2-ene-1-yl)butanedioic acid